C(CCCCCCCCCCC)N(C)CC1=CC=C(O1)CO (5-((dodecyl(methyl)amino)methyl)furan-2-yl)methanol